CC(C(C)O)\C=C\C1C(C(=CC1)C)(C)C (E)-3-methyl-5-(2,2,3-trimethyl-3-cyclopenten-1-yl)-4-penten-2-ol